N-methyl-N-[3-[[[2-[(2-oxo-1,3-dihydroindol-5-yl)amino]-5-(trifluoromethyl)pyrimidin-4-yl]amino]methyl]pyridin-2-yl]methanesulfonamide CN(S(=O)(=O)C)C1=NC=CC=C1CNC1=NC(=NC=C1C(F)(F)F)NC=1C=C2CC(NC2=CC1)=O